2,4-bis(2-methoxyethoxy)-6-((trimethylsilyl)methyl)-1,3,5-triazine COCCOC1=NC(=NC(=N1)OCCOC)C[Si](C)(C)C